(E)-2-(2,6-dimethoxy-4-(2-(4'-methoxycarbonyl-2-methylbiphenyl-3-yl)vinyl)benzylamino)-3-hydroxy-2-methylpropionic acid COC1=C(CNC(C(=O)O)(CO)C)C(=CC(=C1)\C=C\C=1C(=C(C=CC1)C1=CC=C(C=C1)C(=O)OC)C)OC